BrC1=C2C=NN(C2=C(C(=C1Cl)F)[C@H](C)N[S@@](=O)C(C)(C)C)C1OCCCC1 (S)-N-((1S)-1-(4-bromo-5-chloro-6-fluoro-1-(tetrahydro-2H-pyran-2-yl)-1H-indazol-7-yl)ethyl)-2-methylpropan-2-sulfinamide